6-fluoro-4-[3-(2-fluoro-5-methyl-phenoxy)-7,8-dihydro-5H-1,6-naphthyridin-6-yl]quinazoline FC=1C=C2C(=NC=NC2=CC1)N1CC=2C=C(C=NC2CC1)OC1=C(C=CC(=C1)C)F